2,2'-(propane-2,2-diyl)difuran CC(C)(C=1OC=CC1)C=1OC=CC1